((6R,8aR)-octahydroindolizin-6-yl)-4-azaspiro[2.5]octane-7-carboxamide C1CCN2C[C@H](CC[C@H]12)C1CC12NCCC(C2)C(=O)N